NC1=NC=NC=2C3=C(CC(C12)(C)C)C(=C(C=C3)O[C@@H]3CC[C@H](CC3)N)N(C)CC3(CC3)C#N 1-[[[4-amino-8-(trans-4-aminocyclohexyloxy)-5,5-dimethyl-6H-benzo[H]quinazolin-7-yl]-methyl-amino]methyl]cyclopropanecarbonitrile